C(C(=C)C)(=O)OC(C)=O 1-ketoethyl methacrylate